FC(C(=O)O)(F)F.FC=1C=2N(C=C(C1OC(C)C)C(=O)NC1=NC(=CC=C1)OC)C=C(N2)C21COC(C2)(C1)C 8-fluoro-7-isopropoxy-N-(6-methoxypyridin-2-yl)-2-(1-methyl-2-oxabicyclo[2.1.1]hex-4-yl)imidazo[1,2-a]pyridine-6-carboxamide trifluoroacetate salt